bicyclo[2.2.1]hept-2-ene-5,6-dicarboxylic acid dimethyl ester COC(=O)C1C2C=CC(C1C(=O)OC)C2